C1(=CCC(C=C1)C(C)C)C p-mentha-1,5-diene